COC1=C(C=C(C=C1)[N+](=O)[O-])C1=CC=NC=C1C(=O)OC methyl 4-(2-methoxy-5-nitrophenyl)nicotinate